CC1=CSC=2N=C(N=C(C21)OC2(CC2)C)NC2=CC=C(C=C2)N2CCN(CC2)C 5-methyl-4-(1-methylcyclopropoxy)-N-(4-(4-methylpiperazin-1-yl)phenyl)thieno[2,3-d]pyrimidine-2-amine